ClC=1C(=C(C=CC1F)[C@H](N[S@](=O)C(C)(C)C)[C@@H]1C[C@H](C1)C(F)(F)F)F (R)-N-((R)-(3-chloro-2,4-difluorophenyl)(trans-3-(trifluoromethyl)cyclobutyl)methyl)-2-methylpropane-2-sulfinamide